trans-N-(5-(7'-Fluoro-3'-methyl-2'-oxo-3-phenoxy-2',3'-dihydrospiro[cyclobutane-1,1'-pyrrolo[2,3-c]quinolin]-8'-yl)-2-(2-(isopropylamino)ethoxy)pyridin-3-yl)methanesulfonamide FC=1C(=CC=2C3=C(C=NC2C1)N(C(C31CC(C1)OC1=CC=CC=C1)=O)C)C=1C=C(C(=NC1)OCCNC(C)C)NS(=O)(=O)C